C(C=C)OC(=O)N(C1=CN(C=2N=CN=C(C21)N2[C@H](CN(CC2)C(=O)OC(C)(C)C)C)C2=NC=CC(=C2)Cl)CCOC tert-butyl (S)-4-(5-(((allyloxy) carbonyl)(2-methoxyethyl)amino)-7-(4-chloropyridin-2-yl)-7H-pyrrolo[2,3-d]pyrimidin-4-yl)-3-methylpiperazine-1-carboxylate